N-(2,2'-dichloro-3'-(5-(((2,3-dihydroxypropyl)amino)methyl)-6-methoxypyridin-2-yl)-[1,1'-biphenyl]-3-yl)-1,3-dimethyl-2,4-dioxo-1,2,3,4-tetrahydropyrimidine-5-carboxamide ClC1=C(C=CC=C1NC(=O)C=1C(N(C(N(C1)C)=O)C)=O)C1=C(C(=CC=C1)C1=NC(=C(C=C1)CNCC(CO)O)OC)Cl